C1(CC1)[C@H](COC)/N=C/C1=NC=C(C=C1)C(F)(F)F (E)-N-[(1R)-1-cyclopropyl-2-methoxy-ethyl]-1-[5-(trifluoromethyl)-2-pyridyl]methanimine